2,4-bis[[7-(diethylamino)-2-(1,1-dimethylethyl)-4H-1-benzopyran-4-ylidene]methyl]-1,3-cyclobutanedione C(C)N(C1=CC2=C(C(C=C(O2)C(C)(C)C)=CC2C(C(C2=O)C=C2C=C(OC3=C2C=CC(=C3)N(CC)CC)C(C)(C)C)=O)C=C1)CC